6-[[(1R,2S)-2-aminocyclohexyl]amino]-7-fluoro-4-(1-methylpyrazol-4-yl)-1,2-dihydropyrrolo[3,4-c]pyridin-3-one N[C@@H]1[C@@H](CCCC1)NC1=C(C2=C(C(=N1)C=1C=NN(C1)C)C(NC2)=O)F